BrC=1C=CC(=NC1)C=1N(C=C(N1)C(F)(F)F)C(C)C 5-bromo-2-(1-isopropyl-4-(trifluoromethyl)-1H-imidazol-2-yl)pyridine